BrC1=CC2=C(C=C1OC)OCC1=C2N(N=C1C(=O)OCC)C1=CC(=CC(=C1)F)F ethyl 8-bromo-1-(3,5-difluorophenyl)-7-methoxy-1,4-dihydrochromeno[4,3-c]pyrazole-3-carboxylate